NC=1C=C(CN2C(C3=CC=C(C=C3C=N2)S(=O)(=O)C2=CC=CC=C2)=O)C=CC1 2-(3-aminobenzyl)-6-((phenyl)sulfonyl)phthalazin-1(2H)-one